CC1=CN=C2C(=N1)NC(C(=C2)C2CCC(CC2)C2=NC=CC=C2C(F)(F)F)=O 3-methyl-7-((1r,4r)-4-(3-(trifluoromethyl)pyridin-2-yl)cyclohexyl)pyrido[2,3-b]pyrazin-6(5H)-one